6-[5,6-difluoro-8-(methylamino)-4-[cis-6-methyl-3,6-diazabicyclo[3.2.0]hept-3-yl]-9H-pyrido[2,3-b]indol-3-yl]-1-methyl-4-oxo-1,8-naphthyridine-3-carboxylic acid FC1=C2C3=C(NC2=C(C=C1F)NC)N=CC(=C3N3C[C@@H]1CN([C@@H]1C3)C)C=3C=C1C(C(=CN(C1=NC3)C)C(=O)O)=O